(R)-N-((R)-1-(1-ethyl-1H-pyrazolo[3,4-c]pyridin-5-yl)ethyl)-2-methylpropane-2-sulfinamide C(C)N1N=CC=2C1=CN=C(C2)[C@@H](C)N[S@](=O)C(C)(C)C